3-(4-(1,8-naphthyridin-2-yl)butoxy)pyrrolidine-1-carboxylic acid tert-butyl ester C(C)(C)(C)OC(=O)N1CC(CC1)OCCCCC1=NC2=NC=CC=C2C=C1